C(C1=CC=CC=C1)N1C(=CC2=CC=CC=C12)C1=NNC(=C1)C1(CC=C(C=C1)NC1CCN(CC1)C)N 1-(3-(1-benzyl-1H-indol-2-yl)-1H-pyrazol-5-yl)-N4-(1-methylpiperidin-4-yl)benzene-1,4-diamine